O1C(C1)COC=1C2=CC=CC=C2C(=C2C=CC(=CC12)Cl)OCC1OC1 9,10-bis(oxiran-2-ylmethoxy)-2-chloroanthracene